COC1=C(C(=O)OC)C(=CC=C1)C methyl 2-methoxy-6-methylbenzoate